3-oxidodioxaborirane, tetrahydrate O.O.O.O.[O-]B1OO1